N-[[2-(3-methoxyphenyl)-3-methyl-1H-indol-5-yl]methyl]-4-methyl-pyrimidine-5-carboxamide COC=1C=C(C=CC1)C=1NC2=CC=C(C=C2C1C)CNC(=O)C=1C(=NC=NC1)C